(R)-3-(3-fluoro-4-(6-(2-methyl-2H-tetrazol-5-yl)pyridin-3-yl)phenyl)-5-(1-hydroxy-1-cyclopropylmethyl)oxazolidin-2-one phosphate P(=O)(O)(O)O.FC=1C=C(C=CC1C=1C=NC(=CC1)C=1N=NN(N1)C)N1C(O[C@H](C1)C(C1CC1)O)=O